OC(C)(C)C1=C(C=CC=C1)CCC=O 3-[2-(1-hydroxy-1-methylethyl)phenyl]-1-propanone